3-[6-bromo-2,4-dioxo-3-[5-(trifluoromethyl)-3-pyridinyl]thieno[3,2-d]pyrimidin-1-yl]propionitrile BrC1=CC=2N(C(N(C(C2S1)=O)C=1C=NC=C(C1)C(F)(F)F)=O)CCC#N